FC1=CC=C(C=C1)S(=O)(=O)N1N=C(C=C1)C(=O)NCC1=NC=C(C=C1)C 1-(4-fluorobenzene-1-sulfonyl)-N-[(5-methylpyridin-2-yl)methyl]-1H-pyrazole-3-carboxamide